C(C1=CC=CC=C1)NC(=O)[C@@]12NC([C@H]3[C@H]([C@@H]1N(C[C@@H]2C3)C)CC3=CC=CC=C3)=O |o1:10,13,14,15,18| (3S*,3aS*,6R*,7R*,7aS*)-N,7-dibenzyl-1-methyl-5-oxooctahydro-3aH-3,6-methanopyrrolo[3,2-b]pyridine-3a-carboxamide